6-(4-Chlorophenyl)-3-(2-hydroxypropyl)-8-(1-methyl-1H-pyrazol-4-yl)pyrido[3,4-d]pyrimidin-4(3H)-one ClC1=CC=C(C=C1)C1=CC2=C(N=CN(C2=O)CC(C)O)C(=N1)C=1C=NN(C1)C